2-(7-((2S,5R)-2,5-diethyl-4-(1-(4-fluoro-2-methoxyphenyl)ethyl)piperazin-1-yl)-4-(2-hydroxyethyl)-5-oxo-4,5-dihydro-2H-pyrazolo[4,3-b]pyridin-2-yl)acetonitrile C(C)[C@@H]1N(C[C@H](N(C1)C(C)C1=C(C=C(C=C1)F)OC)CC)C=1C=2C(N(C(C1)=O)CCO)=CN(N2)CC#N